[5-(3,5-difluorophenyl)-4,5-Dihydro-1H-pyrazol-1-yl]-[1-[4-[2-fluoro-5-[(1-hydroxycyclopropyl)methoxy]phenyl]pyridin-2-yl]piperidin-4-yl]methanone FC=1C=C(C=C(C1)F)C1CC=NN1C(=O)C1CCN(CC1)C1=NC=CC(=C1)C1=C(C=CC(=C1)OCC1(CC1)O)F